C(N)(OC=1C=CC=C2C=CN=CC12)=O isoquinolin-8-yl carbamate